1-(p-tolylsulfonyl)-4,6-bis(trifluoromethyl)indole C1(=CC=C(C=C1)S(=O)(=O)N1C=CC2=C(C=C(C=C12)C(F)(F)F)C(F)(F)F)C